(2,2-dimethyl-2,3-dihydro-[1,4]dioxino[2,3-b]pyridin-7-yl)ethan-1-one CC1(OC=2C(=NC=C(C2)C(C)=O)OC1)C